ClC=1C(=NC(=NC1)NC1=CC(=C(C=C1)N1CCC(CC1)N1CCN(CC1)C)Cl)C1=CN(C2=CC=CC=C12)C1CC1 5-chloro-N-(3-chloro-4-(4-(4-methylpiperazin-1-yl)piperidin-1-yl)phenyl)-4-(1-cyclopropyl-1H-indol-3-yl)pyrimidin-2-amine